3-n-hexyl-Citronellal Ethyl-1-(4-(4,4,5,5-tetramethyl-1,3,2-dioxaborolan-2-yl)phenyl)piperidine-4-carboxylate C(C)OC(=O)C1CCN(CC1)C1=CC=C(C=C1)B1OC(C(O1)(C)C)(C)C.CCC(CCC)C\C(\C)=C/CCC(C)CC=O